2-amino-N-{(3S,4R)-4-[(4-{1-[1-(2-hydroxyethyl)piperidin-4-yl]-3,3-dimethyl-2,3-dihydro-1H-indol-5-yl}phenyl)methoxy]oxolan-3-yl}-5-(1-methyl-1H-pyrazol-4-yl)pyridine-3-carboxamide NC1=NC=C(C=C1C(=O)N[C@H]1COC[C@@H]1OCC1=CC=C(C=C1)C=1C=C2C(CN(C2=CC1)C1CCN(CC1)CCO)(C)C)C=1C=NN(C1)C